nonanoic acid vanillyl amide C(C1=CC(OC)=C(O)C=C1)NC(CCCCCCCC)=O